C1(CC1)C=1N=C(N(C1)C)C1=C(C=CC=C1)O (4-cyclopropyl-1-methyl-1H-imidazol-2-yl)phenol